2-(PENTAN-3-YLOXY)ACETIC ACID CCC(CC)OCC(=O)O